tert-butyl 6-[5'-bromo-1-(ethoxycarbonylmethyl)-1'-methyl-1H,1'H-4,6'-biindazolyl-3-yl]-2-aza-2-spiro[3.3]heptanecarboxylate BrC=1C=C2C=NN(C2=CC1C=1C=2C(=NN(C2C=CC1)CC(=O)OCC)C1CC2(CN(C2)C(=O)OC(C)(C)C)C1)C